OC1=C(C=C(C=C1)NS(=O)(=O)C1=CC=C(C=C1)C1=CC=CC=C1)NS(=O)(=O)C N-(4-hydroxy-3-(methylsulfonylamino)phenyl)-[1,1'-biphenyl]-4-sulfonamide